C(CCC)C(CC(N)(CCCC)CCCC)(N)CCCC tetrabutyl-1,3-propanediamine